C(C)(C)(C)OC(=O)N1[C@@H]2C[C@@H]([C@H](C1)C2)I (1S,4S,5S)-5-iodo-2-azabicyclo[2.2.1]heptane-2-carboxylic acid tert-butyl ester